C1=CC=NC(=C1)NCl Chloroaminopyridine